3-fluoro-4-(2-fluoro-4-nitro-phenoxy)-6-methoxy-quinolin-7-ol hydrogen bromide salt Br.FC=1C=NC2=CC(=C(C=C2C1OC1=C(C=C(C=C1)[N+](=O)[O-])F)OC)O